F[C@H]1[C@H](C2=C(N(N=C2C(F)(F)F)CC[C@H](C(F)(F)F)OC)[C@H]1F)O (4S,5S,6R)-5,6-difluoro-1-[(3R)-4,4,4-trifluoro-3-methoxybutyl]-3-(trifluoromethyl)-5,6-dihydro-4H-cyclopenta[c]pyrazol-4-ol